(1-(methoxymethyl)cyclopropyl)pyridinaldehyde COCC1(CC1)C=1C(=NC=CC1)C=O